3-(3-Cyanophenyl)-1-((5-(difluoromethyl)-1H-pyrazol-3-yl)methyl)-1-(2-methoxypyrimidin-5-yl)urea C(#N)C=1C=C(C=CC1)NC(N(C=1C=NC(=NC1)OC)CC1=NNC(=C1)C(F)F)=O